4-[6-(4-chlorophenyl)pyrimidin-4-yl]-(4-methoxyphenyl)piperazine-1-carboxamide ClC1=CC=C(C=C1)C1=CC(=NC=N1)N1CC(N(CC1)C(=O)N)C1=CC=C(C=C1)OC